1-allyl-5-(4-fluorophenyl)-4-oxo-1,4-dihydropyridazine-3-carboxylic acid C(C=C)N1N=C(C(C(=C1)C1=CC=C(C=C1)F)=O)C(=O)O